CCCCCCCCCCCCCCCCCCCCCCCCC pentacosane